2-(3,8-diazabicyclo[3.2.1]oct-8-yl)-4-cyano-N-isopropylbenzo[d]thiazole-6-carboxamide C12CNCC(CC1)N2C=2SC1=C(N2)C(=CC(=C1)C(=O)NC(C)C)C#N